C(C)(C)OC=1C=CC(=NC1)C1=NSC(=N1)NC1=NC=CC=C1NC(C)=O N-(2-(3-(5-isopropoxy-pyridin-2-yl)-1,2,4-thiadiazol-5-ylamino)pyridin-3-yl)acetamide